C(#N)[C@H](CC1=C(C=C(C=C1)C=1C=C2CN(C(C2=CC1)=O)C)F)NC(=O)[C@H]1OCCCN(C1)C(=O)OC(C)(C)C tert-butyl (S)-2-(((S)-1-cyano-2-(2-fluoro-4-(2-methyl-1-oxoisoindolin-5-yl)phenyl)ethyl)carbamoyl)-1,4-oxazepane-4-carboxylate